2-(6-(5-chloro-1-((2-(3-cyano-5-methoxyphenyl)pyrimidin-5-yl)methyl)-1H-indazole-7-Carboxamido)spiro[3.3]hept-2-yl)acetic acid ClC=1C=C2C=NN(C2=C(C1)C(=O)NC1CC2(CC(C2)CC(=O)O)C1)CC=1C=NC(=NC1)C1=CC(=CC(=C1)OC)C#N